2-(3-chloro-4-fluoro-phenyl)-6-[(3-chloropyrazol-1-yl)methyl]-1-ethyl-4-oxo-pyridine-3-carboxylic acid ClC=1C=C(C=CC1F)C=1N(C(=CC(C1C(=O)O)=O)CN1N=C(C=C1)Cl)CC